2-(2-bromoacetamido)-N,N,3-trimethylbenzamide BrCC(=O)NC1=C(C(=O)N(C)C)C=CC=C1C